Cl.ClCC1=NC=C(C(=C1C)OC)C 2-chloromethyl-3,5-dimethyl-4-methoxypyridine hydrochloride